4-(2-((4-chlorobenzyl)((4'-(trifluoromethoxy)-[1,1'-biphenyl]-4-yl)methyl)amino)ethyl)-1H-1,2,3-triazole-5-carboxylic acid 2,2,2-trifluoroacetate FC(C(=O)O)(F)F.ClC1=CC=C(CN(CCC=2N=NNC2C(=O)O)CC2=CC=C(C=C2)C2=CC=C(C=C2)OC(F)(F)F)C=C1